NCC(=O)C=1C=CC(=NC1)C1=C(C=C(C#N)C=C1)OC=1N(N=C(C1)C1CC1)C 4-[5-(2-aminoacetyl)pyridin-2-yl]-3-(5-cyclopropyl-2-methylpyrazol-3-yl)oxybenzonitrile